FC=1C=C2C(NN=C(C2=CC1F)[C@H](C)N(C(=O)C=1NC2=CC=C(C(=C2C1)F)F)C)=O (S)-N-(1-(6,7-difluoro-4-oxo-3,4-dihydrophthalazin-1-yl)ethyl)-4,5-difluoro-N-methyl-1H-indole-2-carboxamide